tert-Butyl N-[5-[2-chloro-4-[2-[[3-(3,3-dimethylcyclobutyl)isoxazol-5-yl]amino]-2-oxoethyl]-3-fluoro-phenyl]-4-cyano-2-isopropyl-pyrazol-3-yl]carbamate ClC1=C(C=CC(=C1F)CC(=O)NC1=CC(=NO1)C1CC(C1)(C)C)C=1C(=C(N(N1)C(C)C)NC(OC(C)(C)C)=O)C#N